FC=1C(=C(C=O)C=C(C1)N1N=NC(=C1)C1=CC=C(C=C1)N1CCCC1)O 3-fluoro-2-hydroxy-5-(4-(4-(pyrrolidin-1-yl)phenyl)-1H-1,2,3-triazol-1-yl)benzaldehyde